tert-butyl (S)-4-(4-hydroxyphenyl)-2,2-dimethyloxazolidine-3-carboxylate OC1=CC=C(C=C1)[C@@H]1N(C(OC1)(C)C)C(=O)OC(C)(C)C